ClC=1C(=NC=NC1)NC1=CC=C2C=NN(C2=C1)CCC(C)(C)O 5-chloro-4-((1-(3-hydroxy-3-methylbutyl)-1H-indazol-6-yl)amino)pyrimidin